1-(2-methoxy-2-oxoethyl)-1-methylpyrrolidinium COC(C[N+]1(CCCC1)C)=O